4-(di-p-tolylamino)-4-[(di-p-tolylamino)styryl]stilbene C1(=CC=C(C=C1)N(C1(CC=C(C=C1)C=CC1=CC=CC=C1)C(=CC1=CC=CC=C1)N(C1=CC=C(C=C1)C)C1=CC=C(C=C1)C)C1=CC=C(C=C1)C)C